4'-(difluoromethyl)-5-(ethylsulfonylamino)-[1,1'-biphenyl]-2-carboxylic acid FC(C1=CC=C(C=C1)C=1C(=CC=C(C1)NS(=O)(=O)CC)C(=O)O)F